C(C1=CC=CC=C1)N1C(CCC2=CC(=C(C=C12)Cl)[N+](=O)[O-])=O 1-benzyl-7-chloro-6-nitro-3,4-dihydroquinolin-2-one